C(C1=CC=CC=C1)OC1=C(C(=CC(=C1)C(F)F)O)C(=O)N1CC2=CC(=CC=C2CC1)O[C@H]1CN(CC1)C (R)-(2-(Benzyloxy)-4-(difluoromethyl)-6-hydroxyphenyl)(7-((1-methylpyrrolidin-3-yl)oxy)-3,4-dihydroisoquinolin-2(1H)-yl)methanone